FC(C1=C(C=CC(=C1)F)N)F 2-difluoromethyl-4-fluoro-phenylamine